dinitro-9-aminocarbazole [N+](=O)([O-])C1=C(C=2N(C3=CC=CC=C3C2C=C1)N)[N+](=O)[O-]